3-[N,N-dimethyl (3-palmitoylaminopropyl) ammonio]-propanesulfonate 2-((R)-1-chloroethyl)-1-(((S)-oxetan-2-yl)methyl)-1H-benzo[d]imidazole-6-carboxylate Cl[C@H](C)C1=NC2=C(N1C[C@H]1OCC1)C=C(C=C2)C(=O)[O-].C[N+](C)(CCCS(=O)(=O)O)CCCNC(CCCCCCCCCCCCCCC)=O